[I-].C(C)(C)(C)OC(=O)N1C[C@@H](CC1)C[Zn+] (R)-((1-(tert-butoxycarbonyl)pyrrolidin-3-yl)methyl)zinc(II) iodide